FC=1C=C(C=C(C1)F)S(=O)(=O)N1C2CN(CC1CC2)C(=O)C=2N=NN(C2)[Na] ({8-[(3,5-difluorophenyl)sulfonyl]-3,8-diazabicyclo[3.2.1]oct-3-yl}carbonyl)-1,2,3-triazol-1-yl-sodium